ClC=1C=C2C(=NC1)C1(C(O2)(C(C(C1O)C(=O)NC)C1=CC=CC=C1)C1=CC=C(C=C1)C#N)O 3-chloro-5a-(4-cyanophenyl)-8,8a-dihydroxy-N-methyl-6-phenyl-5a,7,8,8a-tetrahydro-6H-cyclopenta[4,5]furo[3,2-b]pyridine-7-carboxamide